(2-(4-bromothiophen-2-yl)ethyl)(tert-butoxycarbonyl)carbamic acid tert-butyl ester C(C)(C)(C)OC(N(C(=O)OC(C)(C)C)CCC=1SC=C(C1)Br)=O